FC(S(=O)(=O)NCCNC(CC=1N=CC2=CC=C(C=C2C1)C1=CC=CC=C1)=O)F N-(2-((difluoromethyl)sulfonamido)ethyl)-2-(6-phenylisoquinolin-3-yl)acetamide